4-chloro-1-(1-(4-(5-methoxy-2-methylpyridin-3-yl)-1H-1,2,3-triazol-1-yl)ethyl)pyridin-2(1H)-one ClC1=CC(N(C=C1)C(C)N1N=NC(=C1)C=1C(=NC=C(C1)OC)C)=O